5-[6-(2-Benzo[b]thiophen-3-yl-ethylamino)-pyrimidin-4-yl]-3-ethoxy-thiophen S1C2=C(C(=C1)CCNC1=CC(=NC=N1)C1=CC(=CS1)OCC)C=CC=C2